6-(((6-(1,3-dimethyl-1H-pyrazol-4-yl)pyridazin-3-yl)oxy)methyl)-2-(3,3-dimethylbutyl)-2-azaspiro[3.3]heptane CN1N=C(C(=C1)C1=CC=C(N=N1)OCC1CC2(CN(C2)CCC(C)(C)C)C1)C